(S)-2-amino-3-oxo-3-((1-(m-tolyl)-1H-indazol-6-yl)amino)propyl nicotinate hydrochloride Cl.C(C1=CN=CC=C1)(=O)OC[C@@H](C(NC1=CC=C2C=NN(C2=C1)C=1C=C(C=CC1)C)=O)N